O=C1NC(CCC1N1C(C2=CC=CC(=C2C1=O)NCC1=CN(C=C1)CC(=O)N)=O)=O 2-(3-(((2-(2,6-dioxopiperidin-3-yl)-1,3-dioxoisoindolin-4-yl)amino)methyl)-1H-pyrrol-1-yl)acetamide